Ethyl 2-(2-fluorophenyl)spiro[6,7-dihydropyrazolo[5,1-b][1,3]oxazine-5,1'-cyclopropane]-3-carboxylate FC1=C(C=CC=C1)C1=NN2C(OC3(CC3)CC2)=C1C(=O)OCC